4,4'-dihydroxydiphenyl ketone C1=CC(=CC=C1C(=O)C2=CC=C(C=C2)O)O